NC1=C(C=C(C=N1)N1N=C(C(=C1)C1=CN=C(N1C)C(=O)NC1=CC(=C(C=C1)C(=O)N1CCN(CC1)C(=O)C1CCNCC1)Cl)C(F)(F)F)F 5-[1-(6-amino-5-fluoro-3-pyridyl)-3-(trifluoromethyl)pyrazol-4-yl]-N-[3-chloro-4-[4-(piperidine-4-carbonyl)piperazine-1-carbonyl]phenyl]-1-methyl-imidazole-2-carboxamide